N-[1-[5-bromo-2-(5-cyano-2-pyridyl)-1,2,4-triazol-3-yl]ethyl]-3-[cyclopropyl(difluoro)methyl]-5-(trifluoromethyl)benzamide BrC=1N=C(N(N1)C1=NC=C(C=C1)C#N)C(C)NC(C1=CC(=CC(=C1)C(F)(F)F)C(F)(F)C1CC1)=O